C(#N)C1=C(C=CC(=C1)C(F)(F)F)N1CCC(CC1)(C(=O)NC[C@@H]1CN(CCO1)C)C=1C=NC(=CC1)C1=C(C=CC=C1)OC 1-[2-cyano-4-(trifluoromethyl)phenyl]-4-[6-(2-methoxyphenyl)pyridin-3-yl]-N-{[(2R)-4-methylmorpholin-2-yl]methyl}piperidine-4-carboxamide